C1(=CC=CC=C1)P(C1=C(C=CC=C1)C1=CC=CC2=C1C1=C(C=CC=3C=4C=CC=CC4NC13)S2)(C2=CC=CC1=C2C2=C(C=CC=3C=4C=CC=CC4NC23)S1)=O (phenyl)(benzothienocarbazolyl)[(benzothienocarbazolyl)phenyl]phosphine oxide